6-((1H-1,2,4-triazol-3-yl)methyl)-2-((1H-pyrazol-3-yl)methyl)-4-methyl-4,6-dihydro-5H-thiazolo[5',4':4,5]pyrrolo[2,3-d]pyridazin-5-one N1N=C(N=C1)CN1N=CC2=C(C1=O)N(C1=C2SC(=N1)CC1=NNC=C1)C